4-acetyl-1-[3-(triethoxysilyl)propyl]-1,2,3-triazole C(C)(=O)C=1N=NN(C1)CCC[Si](OCC)(OCC)OCC